7-bromo-6-methoxy-2-(o-tolyl)-1H-pyrrolo[3,2-c]pyridine BrC=1C2=C(C=NC1OC)C=C(N2)C2=C(C=CC=C2)C